NC1=C(C=C(C=N1)NC(C(=O)N(CC1=NC=C(C=C1)C(F)(F)F)[C@H](C)C1=NC=CC=C1F)=O)C (R)-N1-(6-amino-5-methylpyridin-3-yl)-N2-(1-(3-fluoropyridin-2-yl)ethyl)-N2-((5-(trifluoromethyl)pyridin-2-yl)methyl)oxalamide